C1(CC1)C1=C(C=C(C(=O)O)C=C1)C(C)O 4-cyclopropyl-3-(1-hydroxyethyl)benzoic acid